NCC1CN(C=2N(C1)N=CC2)C(=O)OCCCC butyl 6-(aminomethyl)-6,7-dihydropyrazolo[1,5-a]pyrimidine-4(5H)-carboxylate